N-(4-(1H-pyrazol-4-yl)phenyl)-2-(2-(methylsulfonyl)-1H-indol-6-yl)pyrimidin-4-amine N1N=CC(=C1)C1=CC=C(C=C1)NC1=NC(=NC=C1)C1=CC=C2C=C(NC2=C1)S(=O)(=O)C